potassium hydrogen citrate sodium [Na+].C(CC(O)(C(=O)[O-])CC(=O)[O-])(=O)O.[K+]